Cl.C1(CCCCC1)C(C(F)(F)F)NN (1-cyclohexyl-2,2,2-trifluoro-ethyl)hydrazine hydrochloride